(+/-)-tert-butyl (2R,3S,3aR,6aS)-2-(hydroxymethyl)-3-((4-methoxybenzyl)amino)hexahydro-1H-furo[3,4-b]pyrrole-1-carboxylate OC[C@H]1[C@H]([C@@H]2[C@H](N1C(=O)OC(C)(C)C)COC2)NCC2=CC=C(C=C2)OC |r|